3-[4-[3-(4-Methylphenyl)-3-oxoprop-1-enyl]phenyl]-N-(oxan-2-yloxy)prop-2-enamide CC1=CC=C(C=C1)C(C=CC1=CC=C(C=C1)C=CC(=O)NOC1OCCCC1)=O